5-bromo-3-iodo-7-methyl-1-tetrahydropyran-2-yl-pyrazolo[3,4-c]pyridine BrC=1C=C2C(=C(N1)C)N(N=C2I)C2OCCCC2